FC=1C=C(C(=C(C1)O)C1=NC=2N(C=C1)N=C(N2)N2CCOCC2)C 5-fluoro-3-methyl-2-(2-morpholino-[1,2,4]triazolo[1,5-a]pyrimidin-5-yl)phenol